C(CCC\C=C\CC\C=C\C\C=C\CCCCC)(=O)O (5E,9E,12E)-octadeca-5,9,12-trienoic acid